C(C(=C)C)(=O)OCC1C(OC1)C1=CC=CC=C1 3-(methacryloxymethyl)-2-phenyl-oxetane